4-amino-2-(methylthio)-1-phenyl-1H-imidazole NC=1N=C(N(C1)C1=CC=CC=C1)SC